CN1C(=NN=N1)SCC2=C(N3[C@@H]([C@@H](C3=O)NC(=O)/C(=N\\OC)/C4=CSC(=N4)N)SC2)C(=O)O The molecule is a third-generation cephalosporin antibiotic, bearing a 2-(2-amino-1,3-thiazol-4-yl)-2-(methoxyimino)acetyl]amino group at the 7beta-position and a [(1-methyl-1H-tetrazol-5-yl)sulfanyl]methyl group at the 3-position. It has a role as an antibacterial drug. It is a conjugate acid of a cefmenoxime(1-).